2-amino-N-(5-chloropyridin-2-yl)benzamide NC1=C(C(=O)NC2=NC=C(C=C2)Cl)C=CC=C1